N=1C=NN2C1C=C(C=C2)OC2=C(C=C(C=C2)NC2=NC=NC1=CC3=C(C=C21)N2CCN([C@H](CO3)C2)C(=O)OC(C)(C)C)C tert-butyl (10S)-4-((4-([1,2,4]triazolo[1,5-a]pyridin-7-yloxy)-3-methylphenyl)amino)-7,8,10,11-tetrahydro-9H-6,10-methano[1,4,7]oxadiazonino[3,2-g]quinazoline-9-carboxylate